Methyl 2-((5-(((1S,3S)-3-((2-oxo-2H-[1,3'-bipyridin]-6'-yl)amino)cyclopentyl)amino)pyrazin-2-yl)thio)acetate O=C1N(C=CC=C1)C=1C=NC(=CC1)N[C@@H]1C[C@H](CC1)NC=1N=CC(=NC1)SCC(=O)OC